ClCC/C(=C(\C1=CC=CC=C1)/C1=CC=C(OCCN(CCCOCCOCCOCCOCCOCCSC2=C3C(N(C(C3=CC=C2)=O)C2C(NC(CC2)=O)=O)=O)C)C=C1)/C1=CC=CC=C1 (Z)-4-((21-(4-(4-chloro-1,2-diphenylbut-1-en-1-yl)phenoxy)-19-methyl-3,6,9,12,15-pentaoxa-19-azaheneicosyl)thio)-2-(2,6-dioxopiperidin-3-yl)isoindoline-1,3-dione